19-heptyl 1-(3-hexylnonyl) 9-aminononadecanedioate NC(CCCCCCCC(=O)OCCC(CCCCCC)CCCCCC)CCCCCCCCCC(=O)OCCCCCCC